methyl-(4-methyl-5-(4,4,5,5-tetramethyl-1,3,2-dioxaborolan-2-yl)pyridine-3-yl)carbamic acid tert-butyl ester C(C)(C)(C)OC(N(C=1C=NC=C(C1C)B1OC(C(O1)(C)C)(C)C)C)=O